2-(3-chlorophenyl)-2-(1-(4-methoxypiperidine-1-carbonyl)piperidin-4-ylidene)acetonitrile ClC=1C=C(C=CC1)C(C#N)=C1CCN(CC1)C(=O)N1CCC(CC1)OC